tert-Butyl N-(7-bromo-6-fluoro-3-oxo-1H-isobenzofuran-5-yl)-N-tert-butoxycarbonyl-carbamate BrC=1C(=C(C=C2C(OCC12)=O)N(C(OC(C)(C)C)=O)C(=O)OC(C)(C)C)F